5-chloro-N-((1r,4r)-4-((3-(6-(4-methylpiperazin-1-yl)pyridin-3-yl)-2-oxo-2,3-dihydro-1H-benzo[d]imidazol-1-yl)methyl)cyclohexyl)-2-(trifluoromethyl)nicotinamide ClC=1C=NC(=C(C(=O)NC2CCC(CC2)CN2C(N(C3=C2C=CC=C3)C=3C=NC(=CC3)N3CCN(CC3)C)=O)C1)C(F)(F)F